N-(2,3-dichlorobenzyl)-2-(4-(5-fluoropyridin-2-yl)-1,9-dioxaspiro[5.5]undecane-4-yl)ethane-1-amine ClC1=C(CNCCC2(CCOC3(C2)CCOCC3)C3=NC=C(C=C3)F)C=CC=C1Cl